N-[4-[2-[[4-(Dimethylamino)cyclohexyl]amino]-8-isopropyl-7-oxo-pteridin-6-yl]-2,6-difluoro-phenyl]-3,3-difluoro-butane-1-sulfonamide CN(C1CCC(CC1)NC1=NC=2N(C(C(=NC2C=N1)C1=CC(=C(C(=C1)F)NS(=O)(=O)CCC(C)(F)F)F)=O)C(C)C)C